O1C[C@@H](CCC1)NC(=O)C=1C=CC=2OCCC=3\N=C/N(C2N1)C3 (Z)-N-((R)-tetrahydro-2H-pyran-3-yl)-5,6-dihydro-1,4-(metheno)pyrido[3,2-b][1,4,6]oxadiazonine-10-carboxamide